3-[6-(3-piperidyl)-2-pyridyl]pyrazolo[1,5-a]pyridine N1CC(CCC1)C1=CC=CC(=N1)C=1C=NN2C1C=CC=C2